N-(8'-bromo-4'H-spiro[cyclopropane-1,5'-naphtho[2,1-d]isoxazol]-3'-yl)-2-methoxybenzenesulfonamide BrC1=CC=C2C3(CC=4C(=NOC4C2=C1)NS(=O)(=O)C1=C(C=CC=C1)OC)CC3